methyl 5-(3-cyclopropyl-1-hydroxypropyl)-2-fluorophenylcarbamate C1(CC1)CCC(O)C=1C=CC(=C(C1)NC(OC)=O)F